4-[6-amino-2-(pyridin-4-yl)-9H-purin-9-yl]-N-{4-[(trifluoromethyl)sulfonyl]phenyl}cyclohexanecarboxamide NC1=C2N=CN(C2=NC(=N1)C1=CC=NC=C1)C1CCC(CC1)C(=O)NC1=CC=C(C=C1)S(=O)(=O)C(F)(F)F